5-pentyl-N-(pyrimidin-2-yl)picolinamide hydrogen chloride Cl.C(CCCC)C=1C=CC(=NC1)C(=O)NC1=NC=CC=N1